3-(4-(Isopropylsulfonyl)phenyl)-5-(7-methyl-7-((R)-2-methylpyrrolidin-1-yl)-6,7,8,9-tetrahydro-5H-benzo[7]annulen-2-yl)-1H-pyrazolo[3,4-b]pyridine C(C)(C)S(=O)(=O)C1=CC=C(C=C1)C1=NNC2=NC=C(C=C21)C=2C=CC1=C(CCC(CC1)(N1[C@@H](CCC1)C)C)C2